2-(2-bromo-3-fluorophenyl)oxirane tert-butyl-6-((N-(tert-butoxycarbonyl)sulfamoyl)(methyl)amino)-2-azaspiro[3.3]heptane-2-carboxylate C(C)(C)(C)OC(=O)N1CC2(C1)CC(C2)N(C)S(NC(=O)OC(C)(C)C)(=O)=O.BrC2=C(C=CC=C2F)C2OC2